acrylic propynoic anhydride C(C#C)(=O)OC(C=C)=O